1-(6-(4-(6-hydroxy-1-naphthalenyl)-3,7-dimethyl-5,6,7,8-tetrahydro-1,7-naphthyridin-2-yl)-2,6-diazaspiro[3.4]octan-2-yl)-2-propen-1-one OC=1C=C2C=CC=C(C2=CC1)C1=C(C(=NC=2CN(CCC12)C)N1CC2(CN(C2)C(C=C)=O)CC1)C